(1S,3S)-3-((6-(5-(((3-(tert-Butyl)-1,2,4-thiadiazol-5-yl)amino)methyl)-1-methyl-1H-1,2,3-triazol-4-yl)-2-methylpyridin-3-yl)oxy)cyclohexanecarboxylic acid C(C)(C)(C)C1=NSC(=N1)NCC1=C(N=NN1C)C1=CC=C(C(=N1)C)O[C@@H]1C[C@H](CCC1)C(=O)O